N2-(N6-((benzyloxy)carbonyl)-N2-(tert-butoxycarbonyl)-L-lysyl)-Nω-((2,2,4,6,7-pentamethyl-2,3-dihydrobenzofuran-5-yl)sulfonyl)-L-arginine C(C1=CC=CC=C1)OC(=O)NCCCC[C@H](NC(=O)OC(C)(C)C)C(=O)N[C@@H](CCCNC(NS(=O)(=O)C=1C(=C(C2=C(CC(O2)(C)C)C1C)C)C)=N)C(=O)O